(2-(3,3,3-trifluoropropyl)-7H-pyrrolo[2,3-d]pyrimidin-5-yl)-3,4-dihydrobenzo[f][1,4]oxazepin-5(2H)-one FC(CCC=1N=CC2=C(N1)NC=C2C2OC1=C(C(NC2)=O)C=CC=C1)(F)F